3,9-bis{2-[3-(3-t-butyl-4-hydroxy-5-methylphenyl)-propionyloxy]-1,1-dimethylethyl}-2,4,8,10-tetraoxaspiro[5.5]undecane C(C)(C)(C)C=1C=C(C=C(C1O)C)CCC(=O)OCC(C)(C)C1OCC2(CO1)COC(OC2)C(COC(CCC2=CC(=C(C(=C2)C)O)C(C)(C)C)=O)(C)C